C(C)(C)(C)C1=C(C=C(C=C1)N1C(C2=CC=CC=C2[C@@H]([C@H]1C1=CC2=C(OCCN2)C=C1)C(=O)O)=O)Cl |r| (3S,4S) and (3R,4R)-2-(4-(tert-butyl)-3-chlorophenyl)-3-(3,4-dihydro-2H-benzo[b][1,4]oxazin-6-yl)-1-oxo-1,2,3,4-tetrahydroisoquinoline-4-carboxylic acid